ClC1=NC=CC(=N1)C1=CC=CC=C1 2-chloro-4-phenyl-pyrimidine